1,1-dichloro-2,2,3,3,3-pentafluoropropane ClC(C(C(F)(F)F)(F)F)Cl